[1,2,3,4,6-13C5]Hexanoic acid [13C]([13CH2][13CH2][13CH2]C[13CH3])(=O)O